FC(S(=O)(=O)OC1=C(C(=CC=C1)\C=C(\C=1N=CC=2CN(CCC2C1)C1CCC(CC1)O)/F)Cl)(F)F (Z)-2-chloro-3-(2-fluoro-2-(7-(4-hydroxycyclohexyl)-5,6,7,8-tetrahydro-2,7-naphthyridin-3-yl)vinyl)phenyl trifluoromethanesulfonate